Phenylpyrrolidinone C1(=CC=CC=C1)N1C(CCC1)=O